4-(2-(pyrrolidin-1-yl)ethoxy)thiophen N1(CCCC1)CCOC=1C=CSC1